Cl.Cl.CN1N=CC(=C1)C=1C=CC(=C(C1)O)C1=CN=C(N=N1)N1CC(NCC1)C(C)C 5-(1-methyl-1H-pyrazol-4-yl)-2-{3-[3-(propan-2-yl)piperazin-1-yl]-1,2,4-triazin-6-yl}phenol dihydrochloride